(5-((2-(5-azaspiro[3.4]oct-5-yl)ethyl)carbamoyl)-3-methylthiophene-2-yl)-2-(1-methyl-1H-pyrazol-4-yl)pyrazolo[5,1-b]thiazole-7-carboxamide C1CCC12N(CCC2)CCNC(=O)C2=CC(=C(S2)C=2N1C(SC2C=2C=NN(C2)C)=C(C=N1)C(=O)N)C